C(C)(C)(C)OC(=O)N1CCC2=CC=C(C=C12)OC 6-methoxyindoline-1-carboxylic acid tert-butyl ester